C(C)(C)(C)N(C(O)=O)C=1C(=NC(=C(C1)F)SCC1=CC=CC=C1)C.C(C)OC1=NC(=C(C2=CC=C(C=C12)OC1=CC(=CC=C1)C(F)(F)F)O)C(=O)NCC(=O)O (1-ethoxy-4-hydroxy-7-(3-(trifluoromethyl)phenoxy)isoquinoline-3-carbonyl)glycine tert-butyl-(6-(benzylthio)-5-fluoro-2-methylpyridin-3-yl)carbamate